FC1=C(C=CC(=C1)F)C(/C=C/C1=CC=C(OCC(=O)O)C=C1)=O 2-[4-[(E)-3-(2,4-Difluorophenyl)-3-oxoprop-1-enyl]phenoxy]acetic acid